(2S,3S,4R,5R)-2-{2-[2-Amino-3-(trifluoromethyl)chinolin-7-yl]ethyl}-5-(4-methyl-7H-pyrrolo[2,3-d]pyrimidin-7-yl)tetrahydrothiophen-3,4-diol NC1=NC2=CC(=CC=C2C=C1C(F)(F)F)CC[C@@H]1S[C@H]([C@@H]([C@@H]1O)O)N1C=CC2=C1N=CN=C2C